ClC1=CC2=C(S1)C1(C[C@H](N(CC1)CC=1C=NN(C1)CCS(=O)(=O)C)C)OCC21CC1 (2''R)-2'-chloro-2''-methyl-1''-((1-(2-(methylsulfonyl)ethyl)-1H-pyrazol-4-yl)methyl)-5'H-dispiro[cyclopropane-1,4'-thieno[2,3-c]pyran-7',4''-piperidine]